dimethyl-tetramethyl-disilazane di-tert-butyl-((((butane-1,4-diylbis(azanediyl))bis(methylene))bis(cyclopropane-1,1-diyl))bis(methylene))dicarbamate C(C)(C)(C)N(C(O)=O)CC1(CC1)CNCCCCNCC1(CC1)CN(C(O)=O)C(C)(C)C.C[SiH](N([Si](C)(C)C)C)C